C(C1=CC=CC=C1)OCCCCCCCCC(CCCCCCCC)O 1-(benzyloxy)heptadecan-9-ol